CC=1N=C(SC1C1=NC(=NC=C1)NC)NC(=O)NC1=CC=C(C=C1)C 1-(4-methyl-5-(2-(methylamino)pyrimidin-4-yl)thiazol-2-yl)-3-(p-tolyl)urea